CC=1N=C(OC1)C=1C=C(C(=O)O)C=CC1 3-(4-methyl-1,3-oxazol-2-yl)benzoic acid